rac-(7S)-7-tert-butyl-N-[rac-(1R)-3-(4-hydroxypiperidin-1-ium-1-yl)-1-[4-(6-hydroxy-3-pyridyl)phenyl]propyl]-5,6,7,8-tetrahydrothiazolo[5,4-b]quinoline-2-carboxamide C(C)(C)(C)[C@@H]1CC=2C=C3C(=NC2CC1)SC(=N3)C(=O)N[C@H](CC[NH+]3CCC(CC3)O)C3=CC=C(C=C3)C=3C=NC(=CC3)O |r|